N(C(=N)N)CCNS(=O)(=O)N1CC(CC1)C(=O)O 1-(N-(2-guanidinoethyl)sulfamoyl)pyrrolidine-3-carboxylic acid